3-(6-azaspiro[2.5]oct-6-yl)-4-[4-[6-(4,4-difluoro-1-piperidinyl)-2-pyridinyl]pyrazol-1-yl]aniline C1CC12CCN(CC2)C=2C=C(N)C=CC2N2N=CC(=C2)C2=NC(=CC=C2)N2CCC(CC2)(F)F